ClC1=NC=C(C(=C1)N[C@H]1C[C@H](CC1)O)C#CC=1N=CN(C1)C (1S,3R)-3-((2-chloro-5-((1-methyl-1H-imidazol-4-yl)ethynyl)pyridin-4-yl)amino)cyclopentan-1-ol